C(C)OC(C1=CC=C(C=C1)CN1N=C(C=C1)[N+](=O)[O-])=O ethyl-4-((3-nitro-1H-pyrazol-1-yl)methyl)benzoate